Ethyl 2-(5-((11-(1,3-dioxoisoindolin-2-yl) undecyl)amino)-2-oxopyridin-1(2H)-yl)acetate O=C1N(C(C2=CC=CC=C12)=O)CCCCCCCCCCCNC=1C=CC(N(C1)CC(=O)OCC)=O